1-[2-chloro-4-(4-chlorophenoxy)phenyl]-2-chloroethanol ClC1=C(C=CC(=C1)OC1=CC=C(C=C1)Cl)C(CCl)O